1-(4-((3-(dimethylamino)propyl)amino)-6-methylpyrimidin-2-yl)-3-(4-isopropoxyphenyl)urea CN(CCCNC1=NC(=NC(=C1)C)NC(=O)NC1=CC=C(C=C1)OC(C)C)C